N-(benzoyl)-alanine C(C1=CC=CC=C1)(=O)N[C@@H](C)C(=O)O